3-(Trifluoromethoxy)-5-vinylbenzamide FC(OC=1C=C(C(=O)N)C=C(C1)C=C)(F)F